hexaethyleneglycol monostearyl ether C(CCCCCCCCCCCCCCCCC)OCCOCCOCCOCCOCCOCCO